BrC1=CC=C2C(CC3(CCOCC3)OC2=C1)=O 7-bromo-2',3',5',6'-tetrahydrospiro[chromane-2,4'-pyran]-4-one